O=C(C(=O)O)CC oxobutanoic acid